ethyl 5-[1-[(4-methoxyphenyl)methyl]-5-methyl-6-oxo-pyridazin-3-yl]pent-4-ynoate COC1=CC=C(C=C1)CN1N=C(C=C(C1=O)C)C#CCCC(=O)OCC